4-{[3-(5-fluoropyrimidin-2-yl)-2-methoxyphenyl]amino}-N-methylpyridine-3-carboxamide FC=1C=NC(=NC1)C=1C(=C(C=CC1)NC1=C(C=NC=C1)C(=O)NC)OC